FC1=C(C=CC=C1)S(=NC(C1=CC=C(C=C1)C1=NOC(=N1)C(F)(F)F)=O)(=O)C N-((2-fluorophenyl)(methyl)(oxo)-λ6-sulfanylidene)-4-(5-(trifluoromethyl)-1,2,4-oxadiazol-3-yl)benzamide